BrC1=CC=C(OC2=CC=C(C=C2)C(=O)C2=CC3=CC=C(C=C3C=C2)OC)C=C1 [4-(4-bromophenoxy)phenyl]-(6-methoxynaphthalen-2-yl)methanone